NCCCS(=O)(=O)C1=CC=CC(=C1S(=O)(=O)N)C=1N=NNN1 6-((3-aminopropyl)sulfonyl)-2-(2H-tetrazol-5-yl)benzenesulfonamide